N[C@H]1C2N(CC1CC2)C(=O)C2=CC1=C(N(C(=N1)C1=CC=3C(=NC(=CC3)C3=CC=C(C=C3)CCO)N1CC1CC1)C)C(=C2)OC 2-[4-(2-{5-[(7R)-7-amino-2-azabicyclo[2.2.1]heptane-2-carbonyl]-7-methoxy-1-methyl-1H-1,3-benzodiazol-2-yl}-1-(cyclopropylmethyl)-1H-pyrrolo[2,3-b]pyridin-6-yl)phenyl]ethan-1-ol